(3aR,10aR)-N-(4-fluoro-3-methylphenyl)-7-methyl-2-(2-methyloxazole-4-carbonyl)-2,3,3a,4,10,10a-hexahydro-1H,7H-dipyrrolo[3,4-b:3',4'-f][1,4,5]oxathiazocine-8-carboxamide 5,5-dioxide FC1=C(C=C(C=C1)NC(=O)C=1N(C=C2C1OC[C@H]1[C@@H](NS2(=O)=O)CN(C1)C(=O)C=1N=C(OC1)C)C)C